methyl 4-(4-(5-chloro-6-(4-(3-methyloxetan-3-yl)piperazin-1-yl)-1H-indazol-1-yl)-1H-pyrazol-1-yl)bicyclo[2.2.2]octane-1-carboxylate ClC=1C=C2C=NN(C2=CC1N1CCN(CC1)C1(COC1)C)C=1C=NN(C1)C12CCC(CC1)(CC2)C(=O)OC